C(C)(C)(C)OC(=O)N1CCN(CC1)CC1=C(C=C(C=C1)C(F)(F)F)N 4-(2-amino-4-(trifluoromethyl)benzyl)piperazine-1-carboxylic acid tert-butyl ester